7-chloro-1-(6-fluoro-pyridin-3-yl)-2'-methyl-1H,2'H-3,4'-biindazole ClC=1C=CC=C2C(=NN(C12)C=1C=NC(=CC1)F)C=1C2=CN(N=C2C=CC1)C